potassium 2-methyl-6-(phenylthio)indolizine-3-carboxylate CC=1C=C2C=CC(=CN2C1C(=O)[O-])SC1=CC=CC=C1.[K+]